BrC=1C=CC=C2C(C=C(OC12)C1=C(OCCC(=O)O)C=C(C(=C1)C)Cl)=O 3-[2-(8-bromo-4-oxo-chromen-2-yl)-5-chloro-4-methyl-phenoxy]propanoic acid